8-chloro-N-[1-(2-pyrimidin-2-yl-1,2,4-triazol-3-yl)ethyl]-6-(trifluoromethyl)quinazolin-4-amine ClC=1C=C(C=C2C(=NC=NC12)NC(C)C=1N(N=CN1)C1=NC=CC=N1)C(F)(F)F